CN(CC[C@H](CCC1=CC=CC=C1)NC1=C(C=C(C=C1F)S(=O)(=O)NC(=O)C1(CCCCC1)F)F)C (S)-N-((4-((1-(DIMETHYLAMINO)-5-PHENYLPENTAN-3-YL)AMINO)-3,5-DIFLUOROPHENYL)SULFONYL)-1-FLUOROCYCLOHEXANE-1-CARBOXAMIDE